2-amino-N-(4-bromo-5-methylthiazol-2-yl)benzamide NC1=C(C(=O)NC=2SC(=C(N2)Br)C)C=CC=C1